FC=1C=C(C(=O)O)C=CC1NC(C1=C(C=CC(=C1)F)C(F)(F)F)=O 3-fluoro-4-[5-fluoro-2-(trifluoromethyl)benzoylamino]benzoic acid